O1CC(=CC1)C=1C=C(C(=NC1)N1CCC(CC1)N1C(C(N(C2=CC(=CC=C12)F)C)=O)=O)F 1-(1-(5-(2,5-dihydrofuran-3-yl)-3-fluoropyridin-2-yl)piperidin-4-yl)-6-fluoro-4-methyl-1,4-dihydroquinoxaline-2,3-dione